butyl 4-(5-((R)-2-(2-chloro-5-fluorophenyl)pyrrolidin-1-yl)pyrazolo[1,5-a]pyrimidin-3-ylcarbamoyl)-2-methylpiperazine-1-carboxylate ClC1=C(C=C(C=C1)F)[C@@H]1N(CCC1)C1=NC=2N(C=C1)N=CC2NC(=O)N2CC(N(CC2)C(=O)OCCCC)C